C(#C)C1=CC=C(C=C1)S(=O)(=O)C 1-ethynyl-4-(methylsulfonyl)benzene